ClC1=CC=C(N=N1)N1CC[C@H]2[C@@H]1CN(CC2)CC |r| rac-(3aS,7aR)-1-(6-chloropyridazin-3-yl)-6-ethyl-3,3a,4,5,7,7a-hexahydro-2H-pyrrolo[2,3-c]pyridine